Tert-butyl (2-((3,4-dimethylphenyl)carbamoyl)-6-((3-fluorophenyl)amino)pyridin-4-yl)carbamate CC=1C=C(C=CC1C)NC(=O)C1=NC(=CC(=C1)NC(OC(C)(C)C)=O)NC1=CC(=CC=C1)F